3-amino-2-hydroxy-5-methylhexanoic acid NC(C(C(=O)O)O)CC(C)C